C(C)(C)(C)OC(=O)N1C=C(C=2C1=NC=CC2)C=2CN(C[C@@H](C2)C)CC2=CC=CC=C2 |r| (+/-)-3-(1-benzyl-5-methyl-1,2,5,6-tetrahydropyridin-3-yl)-1H-pyrrolo[2,3-b]Pyridine-1-carboxylic acid tert-butyl ester